tert-butyl N-[[3-(2-methoxyethoxy)phenyl]methyl]carbamate COCCOC=1C=C(C=CC1)CNC(OC(C)(C)C)=O